FC1=CC=C(C=C1)N1N=CC(=N1)C(=O)NC[C@@]1(NC(NC1=O)=O)C=1N(C=CN1)C |r| rac-2-(4-fluorophenyl)-N-{[4-(1-methyl-1H-imidazol-2-yl)-2,5-dioxoimidazolidin-4-yl]methyl}-2H-1,2,3-triazole-4-carboxamide